C(C)C(COC(CCCCC(=O)O)=O)CCCC 1,6-hexanedioic acid (2-ethylhexyl) ester